3-diphenylphosphinobenzoic acid C1(=CC=CC=C1)P(C=1C=C(C(=O)O)C=CC1)C1=CC=CC=C1